2-(7,7-difluoro-3-azabicyclo[4.1.0]heptan-3-yl)-N-(3-(4,4-difluoropiperidin-1-yl)-4-methoxyphenyl)-4-nitrobenzamide FC1(C2CCN(CC12)C1=C(C(=O)NC2=CC(=C(C=C2)OC)N2CCC(CC2)(F)F)C=CC(=C1)[N+](=O)[O-])F